BrC1=CC=2SC(=CC2S1)CCC 5-bromo-2-propylthieno[3,2-b]thiophene